2,4-bis(2,4-dimethylphenyl)-6-[2-hydroxy-4-(3-nonanyloxy-2-hydroxypropoxy)-5-α-cumylphenyl]-s-triazine CC1=C(C=CC(=C1)C)C1=NC(=NC(=N1)C1=C(C=C(C=C1)C)C)C1=C(C=C(C(=C1)C(C)(C)C1=CC=CC=C1)OCC(COCCCCCCCCC)O)O